tert-butyl N-[[7-[5-(3-chloro-5-cyano-6-quinolyl)-1-methyl-pyrazol-4-yl]-4-oxo-3H-phthalazin-1-yl]methyl]carbamate ClC=1C=NC2=CC=C(C(=C2C1)C#N)C1=C(C=NN1C)C1=CC=C2C(NN=C(C2=C1)CNC(OC(C)(C)C)=O)=O